[Mn].[Cr].[Ni] Nickel-chromium-manganese